C(C)(C)(C)OC(=O)NCCCC(=O)N1CCN(CC1)CCOC1=CC(=C(C=C1)C=1SC=C(N1)CC(=O)NCC(=O)OCC)Cl ETHYL (2-(2-(4-(2-(4-(4-((TERT-BUTOXYCARBONYL)AMINO)BUTANOYL)PIPERAZIN-1-YL)ETHOXY)-2-CHLOROPHENYL)THIAZOL-4-YL)ACETYL)GLYCINATE